CC1=C(C(CCC1)(C)C)CCC(C)=O 4-(2,6,6-Trimethyl-1-cyclohexen-1-yl)butan-2-on